FC1=CC=C(C=C1)NNC(=O)C=1C(=NN(C1)C=1SC=CN1)C(F)(F)F N'-(4-fluorophenyl)-1-(thiazol-2-yl)-3-(trifluoromethyl)-1H-pyrazole-4-carbohydrazide